2-[(2,3-dichlorophenyl)sulfonyl]-1-(1,3-dihydro-2H-isoindol-2-yl)ethanone ClC1=C(C=CC=C1Cl)S(=O)(=O)CC(=O)N1CC2=CC=CC=C2C1